C(C)(C)(C)OOC1(CCCCC1)OOC(C)(C)C 1,1-bis-(tert-butylperoxy)cyclohexane